2,6-dihydroxyisophthalic acid OC1=C(C(=O)O)C(=CC=C1C(=O)O)O